[18F]C(C(=O)[O-])CC 2-[18F]Fluorobutyrate